(2'-bromo-[1,1'-biphenyl]-4-yl)triphenylsilane tert-butyl-(2R,5S)-4-(7-(4-cyanopyridin-2-yl)-5-propoxy-7H-pyrrolo[2,3-d]pyrimidin-4-yl)-2,5-dimethylpiperazine-1-carboxylate C(C)(C)(C)OC(=O)N1[C@@H](CN([C@H](C1)C)C=1C2=C(N=CN1)N(C=C2OCCC)C2=NC=CC(=C2)C#N)C.BrC2=C(C=CC=C2)C2=CC=C(C=C2)[Si](C2=CC=CC=C2)(C2=CC=CC=C2)C2=CC=CC=C2